C(C)(C)(C)OC(=O)N1CCC(CC1)C[C@@H]1CC[C@@H](N1C(=O)OC(C)(C)C)C(=O)OC 1-(tert-butyl) 2-methyl (2R,5S)-5-((1-(tert-butoxycarbonyl)piperidin-4-yl)methyl)pyrrolidine-1,2-dicarboxylate